N-(tert-butyl)-3-((2r,5s)-2,5-dimethylpiperazin-1-yl)-3-(4-fluorophenyl)propionamide C(C)(C)(C)NC(CC(C1=CC=C(C=C1)F)N1[C@@H](CN[C@H](C1)C)C)=O